FC1(C(O)C=C(C(=C1F)F)F)O 2,3,4,5-tetrafluorocatechol